3-((4-fluorophenyl)ethynyl)-4-((3-(trifluoromethyl)benzyl)sulfonyl)benzamide FC1=CC=C(C=C1)C#CC=1C=C(C(=O)N)C=CC1S(=O)(=O)CC1=CC(=CC=C1)C(F)(F)F